3-chloro-4-methylphenyl carbamate C(N)(OC1=CC(=C(C=C1)C)Cl)=O